(E)-N-(3,5-dimethyl-1H-pyrazol-4-yl)-N-(thiophen-2-ylmethyl)-3-p-tolyl-acrylamide CC1=NNC(=C1N(C(\C=C\C1=CC=C(C=C1)C)=O)CC=1SC=CC1)C